CN1C=C2C(=CC1=O)CN(C2)C(=O)OC(C)(C)C tert-Butyl 5-methyl-6-oxo-1,3-dihydropyrrolo[3,4-c]pyridine-2-carboxylate